NC=1C=C(C=CC1)C1=CC(=CC=C1)C1=NN(C=C1CC1=CC=C(C=C1)S(N)(=O)=O)C=1SC=C(N1)C(=O)O 2-(3-(3'-amino-[1,1'-biphenyl]-3-yl)-4-(4-sulfamoylbenzyl)-1H-pyrazol-1-yl)thiazole-4-carboxylic acid